N-((5S,8S)-8-fluoro-2-(2-((1-methyl-1H-pyrazol-4-yl)amino)pyrimidin-4-yl)-6,7,8,9-tetrahydro-5H-benzo[7]annulen-5-yl)-5-(1-methylcyclopropyl)-1,2,4-oxadiazole-3-carboxamide F[C@H]1CC[C@@H](C2=C(C1)C=C(C=C2)C2=NC(=NC=C2)NC=2C=NN(C2)C)NC(=O)C2=NOC(=N2)C2(CC2)C